CN1N=C2C(C=NC(=C2)C=O)=C1 2-methyl-2H-pyrazolo[4,3-c]Pyridine-6-carbaldehyde